4,4'-methylene-biscyclohexyl diisocyanate C(C1CCC(CC1)N=C=O)C1CCC(CC1)N=C=O